(R)-7-((6-((dimethylamino)-methyl)-5-(tetrahydrofuran-3-yl)pyridin-2-yl)amino)-4-(8-methylimidazo[1,2-a]pyridin-3-yl)isoindolin-1-one CN(C)CC1=C(C=CC(=N1)NC=1C=CC(=C2CNC(C12)=O)C1=CN=C2N1C=CC=C2C)[C@@H]2COCC2